butyl 4-[4-(2,6-dioxo-3-piperidyl)-2-fluorophenyl]piperazine-1-carboxylate O=C1NC(CCC1C1=CC(=C(C=C1)N1CCN(CC1)C(=O)OCCCC)F)=O